[C].NNC(=O)NN carbohydrazide carbon